C(C)(=O)[C@@]1([C@@H](O[C@@H]([C@]1(O)C(C)=O)CO)N1C=NC=2C(=O)NC(N)=NC12)O 2',3'-diacetylguanosine